CN1N=C(C(=C1CC)C)C 1,3,4-trimethyl-5-ethyl-pyrazole